C(C)(C)(C)OC(=O)N1C2CN(CC1CC2)C2=NC(=NC1=C(C(=C(C=C21)C(F)(F)F)Br)F)OCC21COC(C2)(C1)C 3-(7-bromo-8-fluoro-2-((1-methyl-2-oxabicyclo[2.1.1]hexane-4-yl)methoxy)-6-(trifluoromethyl)quinazolin-4-yl)-3,8-diazabicyclo[3.2.1]octane-8-carboxylic acid tert-butyl ester